C(CCCCCCC)N(CCCCCCCC)C=1C=C(C=CC1OCC)NC(CCCCCCC)=O N-[3-(N,N-dioctylamino)-4-ethoxyphenyl]octanamide